tert-butyl 4-[2-[1-(4-nitrophenyl)-4-piperidyl]ethyl]piperidine-1-carboxylate [N+](=O)([O-])C1=CC=C(C=C1)N1CCC(CC1)CCC1CCN(CC1)C(=O)OC(C)(C)C